S1C(=NC2=C1C=CC=C2)SC(CC)S(=O)(=O)O (2-benzothiazolylthio)-1-propanesulfonic acid